1-acetyl-6-methylpiperidine-3-carbonitrile C(C)(=O)N1CC(CCC1C)C#N